C1=CC=CC=2C3=CC=CC=C3N(C12)C1=C(C#N)C(=C(C(=C1N1C2=CC=CC=C2C=2C=CC=CC12)N1C2=CC=CC=C2C=2C=CC=CC12)C1=CC(=NC(=C1)C)C)N1C2=CC=CC=C2C=2C=CC=CC12 2,3,4,6-tetra(9H-carbazol-9-yl)-5-(2,6-dimethylpyridin-4-yl)benzonitrile